N(=[N+]=[N-])CC1=CC=CC(=N1)N1CC2(CO[CH-]2)C1 6-(6-(azidomethyl)pyridin-2-yl)-2-oxa-6-azaspiro[3.3]heptaneid